NC[Si](O[Si](CN)(C)C)(C)C 1,3-bis(aminomethyl)tetramethyldisiloxane